methyl 5-(4-(3-methoxycarbonyl-4-hydroxyphenylaminocarbonyl)-2,5-dibenzyloxybenzamido)-2-hydroxybenzoate COC(=O)C=1C=C(C=CC1O)NC(=O)C1=CC(=C(C(=O)NC=2C=CC(=C(C(=O)OC)C2)O)C=C1OCC1=CC=CC=C1)OCC1=CC=CC=C1